C1(=CC(=CC(=C1)C)C)C(CCCCCCCCO)CCCCCCCCC.[Na] sodium 9-(3,5-xylyl)octadecyl alcohol